N\C(=C/C(=O)OC1CCCCC1)\C1CC1 Cyclohexyl (Z)-3-amino-3-cyclopropylacrylate